CN(CC(=O)N[C@@H]1C[C@H](CC1)NC(=O)C=1SC=2N=CC=C3N(C(NC1C23)=O)C2=C(C=C(C=C2)OC2=CC=CC=C2)C)C N-((1S,3S)-3-(2-(Dimethylamino)acetamido)cyclopentyl)-5-(2-methyl-4-phenoxyphenyl)-4-oxo-4,5-dihydro-3H-1-thia-3,5,8-triazaacenaphthylene-2-carboxamide